Benzyl 5,8-dihydropyrido[3,4-d]pyrimidine-7(6H)-carboxylate N1=CN=CC2=C1CN(CC2)C(=O)OCC2=CC=CC=C2